NC1=CC=C(CC2C3(CNCCNCC(CNCCN2)(CNCCNC3)N)N)C=C1 (4-aminobenzyl)-3,6,10,13,16,19-hexaazabicyclo[6.6.6]-eicosane-1,8-diamine